n-heptanone CC(CCCCC)=O